phenoxyethanol phenylethyl-acetate C1(=CC=CC=C1)CCCC(=O)OC(C)OC1=CC=CC=C1